4,5-difluoro-2-((4-fluoro-2-isopropylphenyl)-amino)benzoic acid FC1=CC(=C(C(=O)O)C=C1F)NC1=C(C=C(C=C1)F)C(C)C